Cl.C[Si](C)(C)C#CC1(CNCCOC1)O 6-((trimethylsilyl)ethynyl)-1,4-oxazepan-6-ol hydrochloride